1-(2-hydroxyethyl)-3-methylimidazolium bis(trifluoromethanesulfonyl)imide [N-](S(=O)(=O)C(F)(F)F)S(=O)(=O)C(F)(F)F.OCCN1C=[N+](C=C1)C